ClC=1C=C(C=CC1CCO)B(O)O [3-chloro-4-(2-hydroxyethyl)phenyl]boronic acid